SC1C(N(CC1=O)CC1CCC(CC1)C(=O)O)=O 4-(3-mercapto-dioxo-1-pyrrolidinylmethyl)-cyclohexanecarboxylic acid